C[Sn](CC=1C2=CC=CC=C2C=2C=CC=CC2C1)(C)C trimethyl-(phenanthrene-9-ylmethyl)stannane